6-(6-(difluoromethyl)imidazo[1,2-a]pyridin-3-yl)-N-(5,5-difluoropiperidin-3-yl)pyridin-2-amine FC(C=1C=CC=2N(C1)C(=CN2)C2=CC=CC(=N2)NC2CNCC(C2)(F)F)F